(2S,3R)-5,7-bis(benzyloxy)-2-(3,4,5-tris(benzyloxy)phenyl)chroman-3-yl (1r,4R)-4-hydroxycyclohexane-1-carboxylate OC1CCC(CC1)C(=O)O[C@H]1[C@@H](OC2=CC(=CC(=C2C1)OCC1=CC=CC=C1)OCC1=CC=CC=C1)C1=CC(=C(C(=C1)OCC1=CC=CC=C1)OCC1=CC=CC=C1)OCC1=CC=CC=C1